6-(4-(4-(2,6-dioxopiperidin-3-yl)benzyl)piperazin-1-yl)-2-(4-phenoxyphenyl)nicotinamide O=C1NC(CCC1C1=CC=C(CN2CCN(CC2)C2=NC(=C(C(=O)N)C=C2)C2=CC=C(C=C2)OC2=CC=CC=C2)C=C1)=O